4-pentoxy-2,2,6,6-tetramethylpiperidin-1-ol C(CCCC)OC1CC(N(C(C1)(C)C)O)(C)C